2-(5-(cyclopropylmethyl)-3-(6-fluoro-4'-methyl-[1,1'-biphenyl]-3-yl)-4-(2-fluoro-4-sulfamoylbenzyl)-1H-pyrazol-1-yl)thiazole-4-carboxylic acid C1(CC1)CC1=C(C(=NN1C=1SC=C(N1)C(=O)O)C=1C=C(C(=CC1)F)C1=CC=C(C=C1)C)CC1=C(C=C(C=C1)S(N)(=O)=O)F